4'-((1R,5S)-3,8-Diazabicyclo[3.2.1]octan-8-yl)-2'-((tetrahydro-1H-pyrrolizin-7a(5H)-yl)methoxy)-3,4,5',8'-tetrahydro-2H,6'H-spiro[naphthalene-1,7'-quinazoline] [C@H]12CNC[C@H](CC1)N2C2=NC(=NC=1CC3(CCC21)CCCC2=CC=CC=C23)OCC23CCCN3CCC2